C(C)(C)(C)OC(NC1(CCN(CC1)C1=NC(=C2C(=N1)N(N=C2Br)C2OCCCC2)C#N)C2=C(C=C(C=C2)F)F)=O 1-(3-bromo-4-cyano-1-(tetrahydro-2H-pyran-2-yl)-1H-pyrazolo[3,4-d]pyrimidin-6-yl)-4-(2,4-difluorophenyl)piperidin-4-ylcarbamic acid tert-butyl ester